(S)-5-methoxy-3-(naphthalen-2-yl)-3-phenylindolin-2-one COC=1C=C2[C@](C(NC2=CC1)=O)(C1=CC=CC=C1)C1=CC2=CC=CC=C2C=C1